(Z)-8-(4-ethoxyphenyl)-3-(4-fluorophenyl)-6-hydroxy-6-phenyloct-2-en-4,7-diynal C(C)OC1=CC=C(C=C1)C#CC(C#C\C(=C/C=O)\C1=CC=C(C=C1)F)(C1=CC=CC=C1)O